C(C)(C)OC=1C=C(C=CC1)SC=1C=C2C(=CNC2=CC1)C1CCN2CCCC2C1 5-(3-isopropoxyphenyl)thio-3-(octahydroindolizin-7-yl)-1H-indole